ClC1=C2C(=C(N=N1)Cl)N=CC=N2 5,8-dichloropyrazino[2,3-D]Pyridazine